1-((3-methyloxetan-3-yl)methyl)-4,5,6,7-tetrahydro-1H-pyrazolo[4,3-c]Pyridine CC1(COC1)CN1N=CC=2CNCCC21